((S)-((((2R,3S,4R,5R)-5-(4-aminopyrrolo[2,1-f][1,2,4]triazin-7-yl)-5-cyano-3,4-dihydroxytetrahydrofuran-2-yl) methoxy) (phenoxy) phosphoryl) amino) propionate C(CC)(=O)ON[P@@](=O)(OC1=CC=CC=C1)OC[C@H]1O[C@@]([C@@H]([C@@H]1O)O)(C#N)C1=CC=C2C(=NC=NN21)N